NC1=CC=C(C=N1)C(=O)N[C@@H]1C([C@H](C1(C)C)OC1=CC(=C(C=C1)C#N)Cl)(C)C trans-6-Amino-N-[3-(3-chloro-4-cyanophenoxy)-2,2,4,4-tetramethylcyclobutyl]pyridine-3-carboxamide